ClC1=C(C=C(C=C1)F)C1NC(C2=C3C=CN(C(C3=CC(=C21)C2=C(C(=O)N)C=C(C=C2F)C(F)(F)F)=O)C)=O (3-(2-chloro-5-fluorophenyl)-7-methyl-1,6-dioxo-2,3,6,7-tetrahydro-1H-pyrrolo[3,4-f]isoquinolin-4-yl)-3-fluoro-5-(trifluoromethyl)benzamide